methyl 6-(benzyloxy)-2-methylindolizine-3-carboxylate C(C1=CC=CC=C1)OC1=CN2C(=C(C=C2C=C1)C)C(=O)OC